IC1=C(C(=C2C(OC(C2=C1)=O)=O)I)I triiodoisobenzofuran-1,3-dione